methyl-2-(2-chloro-4-(4-chlorophenoxy)phenyl)-2-oxoacetic acid COC(C(=O)C1=C(C=C(C=C1)OC1=CC=C(C=C1)Cl)Cl)=O